(8-(5-((3,4-dichlorophenyl)difluoromethyl)-1,3,4-oxadiazol-2-yl)-6-(thiazole-5-carbonyl)-2,6-diazaspiro[3.4]octan-2-yl)-3-methylbut-2-en-1-one ClC=1C=C(C=CC1Cl)C(C1=NN=C(O1)C1CN(CC12CN(C2)C(C=C(C)C)=O)C(=O)C2=CN=CS2)(F)F